C(C)(C)N1CCC(CC1)N1CCNCC1 1-(1-isopropylpiperidin-4-yl)piperazine